C(CCC)C(C=C(CCCC)CCCC)[PH3+] tributylallyl-phosphonium